1-t-butyloxycarbonyl-3-(4-amino-5-cyclopropyloxy-2-methyl-phenyl)-pyrrolidine C(C)(C)(C)OC(=O)N1CC(CC1)C1=C(C=C(C(=C1)OC1CC1)N)C